5-(pyridin-3-yloxy)isophthalic acid N1=CC(=CC=C1)OC=1C=C(C=C(C(=O)O)C1)C(=O)O